[Sb]#[Sb] diantimony